Tert-Butyl 5-Acetamido-3-(4,4,5,5-Tetramethyl-1,3,2-Dioxaborolan-2-yl)-1H-Pyrrolo[2,3-c]Pyridine-1-Carboxylate C(C)(=O)NC=1C=C2C(=CN1)N(C=C2B2OC(C(O2)(C)C)(C)C)C(=O)OC(C)(C)C